[Te-2].[Ba+2] Barium telluride